CC=1C=C(OCC=O)C=CC1 2-(3-methylphenoxy)acetaldehyde